7-((4-(2-methyl-6-(methylcarbamoyl)pyridin-3-yl)piperazin-1-yl)methyl)-9-fluoropyrrolo[1,2-a]quinoxalin-4(5H)-one CC1=NC(=CC=C1N1CCN(CC1)CC=1C=C2NC(C=3N(C2=C(C1)F)C=CC3)=O)C(NC)=O